FC(C(=O)O)(F)F.COC=1C=C(C=NC1)C1=CC(=NC=C1)C=1NC(=NN1)NC 5-(5-Methoxy-3,4'-bipyridin-2'-yl)-N-methyl-4H-1,2,4-triazol-3-amine trifluoroacetate salt